ClC1=CC2=C(N(C([C@@H](N=C2C2=CC=CC=C2)C(C)C)=O)CCC#N)C=C1 (S)-3-(7-chloro-3-isopropyl-2-oxo-5-phenyl-2,3-dihydro-1H-benzo[e][1,4]diazepin-1-yl)propionitrile